(S)-2-methyl-1-((R)-2-(5-(p-tolyl)-1H-imidazol-2-yl)piperidin-1-yl)butan C[C@H](CN1[C@H](CCCC1)C=1NC(=CN1)C1=CC=C(C=C1)C)CC